6-[[4-[[(1S)-2-hydroxy-1-phenyl-ethyl]amino]-5-(1H-triazol-5-yl)pyrimidin-2-yl]amino]-1,1-dioxo-3,4-dihydro-2H-thiochromen-4-ol OC[C@H](C1=CC=CC=C1)NC1=NC(=NC=C1C1=CN=NN1)NC=1C=C2C(CCS(C2=CC1)(=O)=O)O